(Z)-2-bromo-N-(5-(2-cyclopropylvinyl)pyridin-2-yl)propanamide BrC(C(=O)NC1=NC=C(C=C1)\C=C/C1CC1)C